2,6-bis(imino)pyridine iron [Fe].N=C1NC(C=CC1)=N